methyl-(R)-N-t-butoxycarbonyl-3-iodoalanine CN([C@@H](CI)C(=O)O)C(=O)OC(C)(C)C